(4-(3-(N-((1,2,3,5,6,7-hexahydro-s-indacen-4-yl)carbamoyl)sulfamoyl)-1H-pyrazol-1-yl)phenyl)boronic acid C1CCC2=C(C=3CCCC3C=C12)NC(=O)NS(=O)(=O)C1=NN(C=C1)C1=CC=C(C=C1)B(O)O